N-(1-Ethyl-propyl)-N'-methyl-N''-prop-2-ynyl-[1,3,5]triazine-2,4,6-triamine C(C)C(CC)NC1=NC(=NC(=N1)NC)NCC#C